tert-butyl (3R)-3-[(1S)-1-[(3-benzyloxyphenyl)methyl]-2-tert-butoxy-2-oxo-ethyl]pyrrolidine-1-carboxylate C(C1=CC=CC=C1)OC=1C=C(C=CC1)C[C@H](C(=O)OC(C)(C)C)[C@@H]1CN(CC1)C(=O)OC(C)(C)C